8-(6-((2-(3-azabicyclo[3.1.0]hex-3-yl)-1,1-difluoroethoxy)methyl)pyridin-3-yl)-1-isopropyl-3-methyl-1H-imidazo[4,5-c]cinnolin-2(3H)-one C12CN(CC2C1)CC(OCC1=CC=C(C=N1)C1=CC=2C3=C(N=NC2C=C1)N(C(N3C(C)C)=O)C)(F)F